BrC1=CC=C(C=C1)\C=C\Br (E)-1-bromo-4-(2-bromovinyl)benzene